rac-N-((4R,5R)-3-((2-cyanopropanamido)methyl)-7-ethyl-4-(4-fluorophenyl)-6-oxo-1-phenyl-4,5,6,7-tetrahydro-1H-pyrazolo[3,4-b]pyridine-5-yl)-3-(trifluoromethyl)benzamide C(#N)[C@H](C(=O)NCC1=NN(C=2N(C([C@@H]([C@@H](C21)C2=CC=C(C=C2)F)NC(C2=CC(=CC=C2)C(F)(F)F)=O)=O)CC)C2=CC=CC=C2)C |&1:2|